CC(C)(C)OC=O methanoic acid-2-methylprop-2-yl ester